4-[4-(trifluoromethyl)cyclohex-1-en-1-yl]morpholine FC(C1CC=C(CC1)N1CCOCC1)(F)F